5-ethylsulfonyl-6-(6-pentafluoroethyl-3-methyl-3H-imidazo[4,5-c]pyridin-2-yl)nicotinic acid C(C)S(=O)(=O)C=1C(=NC=C(C(=O)O)C1)C1=NC2=C(C=NC(=C2)C(C(F)(F)F)(F)F)N1C